Br.[C@@H]12NC[C@@H](NC1)C2 (1s,4s)-2,5-diazabicyclo[2.2.1]heptane hydrobromide